C(C)(C)(C)OC(=O)N1CC(OCC1)CCOC1=CC(=C(C=C1)C)CN 2-(2-(3-(Aminomethyl)-4-methylphenoxy)ethyl)morpholine-4-carboxylic acid tert-butyl ester